[Cu+].O1N=NC(C1)=O Oxadiazolone copper (I)